NC1=C(C(=NN1CCCO)C1=CC=C(C=C1)CC(=O)NC1=CC(=NO1)CC(C)(C)C)C#N 2-(4-(5-Amino-4-cyano-1-(3-hydroxypropyl)-1H-pyrazol-3-yl)phenyl)-N-(3-neopentylisoxazol-5-yl)acetamide